6-(1-(5-fluoro-2-(1-methyl-1H-pyrazol-4-yl)phenyl)ethaneYl)-7,8-dihydro-1,6-naphthyridin-5(6H)-one FC=1C=CC(=C(C1)C(C)N1C(C=2C=CC=NC2CC1)=O)C=1C=NN(C1)C